4-(3,5-Di-t-butylphenyl)-2-isopropyl-1H-indene C(C)(C)(C)C=1C=C(C=C(C1)C(C)(C)C)C1=C2C=C(CC2=CC=C1)C(C)C